N[C@H](C(=O)OC(C)(C)C)CC(C)C tert-butyl (2S)-2-amino-4-methyl-pentanoate